NC1=NC(=C2N=CN(C2=N1)[C@H]1C=C[C@@H](C1)CO)Cl (1R,4R)-4-[2-amino-6-chloro-9H-purin-9-yl]-2-cyclopentene-1-methanol